2-((6-(hydroxymethyl)chromen-5-yl)oxy)-1-phenyl-ethanone OCC=1C(=C2C=CCOC2=CC1)OCC(=O)C1=CC=CC=C1